(Z)-6-(4-(pyridin-3-yl)butyl)pyridazine-3-carbaldehyde hydrochloride Cl.N1=CC(=CC=C1)CCCCC1=CC=C(N=N1)C=O